5-(2-(2,2-difluoro-3-(4-((1r,3r)-3-((5-(5-methyl-5H-pyrido[4,3-b]indol-7-yl)pyridin-2-yl)oxy)cyclobutoxy)piperidin-1-yl)propoxy)ethoxy)-2-(2,6-dioxopiperidin-3-yl)isoindoline-1,3-dione FC(COCCOC=1C=C2C(N(C(C2=CC1)=O)C1C(NC(CC1)=O)=O)=O)(CN1CCC(CC1)OC1CC(C1)OC1=NC=C(C=C1)C=1C=CC=2C3=C(N(C2C1)C)C=CN=C3)F